FC=1C(=C(C=CC1F)[C@H]1[C@@H](O[C@]([C@@H]1C)(C(F)(F)F)C)C(=O)NC1=CC(=NC=C1)C(=O)N)C (2R,3S,4R,5R)-4-[[3-(3,4-Difluoro-2-methyl-phenyl)-4,5-dimethyl-5-(trifluoromethyl)tetrahydrofuran-2-carbonyl]amino]pyridin-2-carboxamid